4-[2-pyrimidin-2-ylvinyl]morpholine N1=C(N=CC=C1)C=CN1CCOCC1